BrC1=NC(=CC=C1)OCCC1=CC=C(C=2C=COC21)Cl 2-bromo-6-(2-(4-chlorobenzofuran-7-yl)ethoxy)pyridine